O.O.C([C@@H](O)[C@@H](O)[C@H](O)[C@H](O)CO)O D-mannitol dihydrate